FC=1C=C(C=C(C1)F)C1CC=NN1C(=O)C12CC(C1)(C2)C(=O)NC 3-(5-(3,5-difluorophenyl)-4,5-dihydro-1H-pyrazole-1-carbonyl)-N-methylbicyclo-[1.1.1]pentane-1-carboxamide